CN1[C@@H]([C@H](CC1=O)C(=O)NCCCOCCCOCCCC(=O)OCC)C=1C=NC=CC1 ethyl 4-(3-(3-((2S,3S)-1-methyl-5-oxo-2-(pyridin-3-yl) pyrrolidine-3-carboxamido)propoxy)propoxy)butanoate